1-cyclopentyl-3-(4-fluorophenyl)-N-(4-((7-(1-methylazetidin-3-yl)-5,6,7,8-tetrahydropyrido[3,4-d]pyrimidin-4-yl)oxy)phenyl)-2,4-dioxo-1,2,3,4-tetrahydropyrimidine-5-carboxamide C1(CCCC1)N1C(N(C(C(=C1)C(=O)NC1=CC=C(C=C1)OC=1C2=C(N=CN1)CN(CC2)C2CN(C2)C)=O)C2=CC=C(C=C2)F)=O